S1C(=CC=C1)C(C)=O 1-(thiophen-2-yl)ethanone